sodium isooctyl alcohol C(CCCCC(C)C)O.[Na]